(R)-2,2',6,6'-tetramethoxy-4,4'-bis(di(3,5-xylyl)phosphino)-3,3'-bipyridine COC1=NC(=CC(=C1C=1C(=NC(=CC1P(C1=CC(=CC(=C1)C)C)C1=CC(=CC(=C1)C)C)OC)OC)P(C1=CC(=CC(=C1)C)C)C1=CC(=CC(=C1)C)C)OC